tert-butyl 2-(3-(trifluoromethyl)pyrazin-2-yl)-2,8-diazaspiro[4.5]decane-8-carboxylate FC(C=1C(=NC=CN1)N1CC2(CC1)CCN(CC2)C(=O)OC(C)(C)C)(F)F